4-(3-chloro-4-fluoroanilino)-7-methoxy-6-aminoquinazolinamide ClC=1C=C(NC2=NC(=NC3=CC(=C(C=C23)N)OC)C(=O)N)C=CC1F